N1(CCCCCC1)C=1N=NC(=C(C1C(=O)NC=1C=C(C=CC1)S(=O)(C)=NC(OC(C)(C)C)=O)C)C(F)(F)F tert-butyl ((3-(3-(azepan-1-yl)-5-methyl-6-(trifluoromethyl)pyridazine-4-carboxamido)phenyl)(methyl)(oxo)-λ6-sulfaneylidene)carbamate